ClC=1C(=NC(=C(C(=O)NC2=CC(=NC=C2)S(N)(=O)=O)C1)N1C[C@@H](C([C@@H](C1)C)(F)F)C)C1CCC1 5-chloro-6-cyclobutyl-2-((3s,5r)-4,4-difluoro-3,5-dimethylpiperidin-1-yl)-N-(2-sulfamoyl-pyridin-4-yl)nicotinamide